(E)-3-(1,3-benzodioxol-5-yl)-N-ethyl-N-(3-methyl-sulfanylpropyl)prop-2-enamide O1COC2=C1C=CC(=C2)/C=C/C(=O)N(CCC(C)S)CC